2-phenyl-N'-[(1S)-2,2,2-trifluoro-1-methyl-ethyl]acetohydrazide C1(=CC=CC=C1)CC(=O)NN[C@H](C(F)(F)F)C